N1=CN=CC=C1 1,3-Diazabenzene